N-((2-(6-((2S,3R)-2,3-dimethylpiperazin-1-yl)pyridin-2-yl)-1,6-naphthyridin-7-yl)methyl)-4-methyl-3-(methylsulfonyl)benzamide C[C@@H]1N(CCN[C@@H]1C)C1=CC=CC(=N1)C1=NC2=CC(=NC=C2C=C1)CNC(C1=CC(=C(C=C1)C)S(=O)(=O)C)=O